1-bromo-4-hydroxy-7-phenoxyisoquinoline BrC1=NC=C(C2=CC=C(C=C12)OC1=CC=CC=C1)O